2-[1-[6,7-dimethoxy-2-[(E)-2-(3-pyridyl)vinyl]quinazolin-4-yl]-4-piperidyl]ethyl-hydroxy-phosphinate COC=1C=C2C(=NC(=NC2=CC1OC)\C=C\C=1C=NC=CC1)N1CCC(CC1)CCP([O-])(=O)O